6-[(3-Cyclopropyl-2-fluorophenyl)sulfinyl]-N-[2-(2,4-dimethylphenyl)-2,2-difluoroethyl]-3-methyl-1,2,4-triazine-5-carboxamide C1(CC1)C=1C(=C(C=CC1)S(=O)C1=C(N=C(N=N1)C)C(=O)NCC(F)(F)C1=C(C=C(C=C1)C)C)F